5-(2-methoxyethoxy)-[1,1'-biphenyl]-2-carboxamide trifluoroacetate FC(C(=O)O)(F)F.COCCOC1=CC=C(C(=C1)C1=CC=CC=C1)C(=O)N